1-(2-(1-(4-fluorophenyl)-6-methyl-1H-indazol-5-yl)-4-((2-methyl-2H-1,2,3-triazol-4-yl)sulfonyl)piperazin-1-yl)-2,2-dimethylpropane-1-one FC1=CC=C(C=C1)N1N=CC2=CC(=C(C=C12)C)C1N(CCN(C1)S(=O)(=O)C1=NN(N=C1)C)C(C(C)(C)C)=O